C(CCCCCCCCC)(=O)SCCNC(CCNC([C@@H](C(COP(OP(OC[C@@H]1[C@H]([C@H]([C@@H](O1)N1C=NC=2C(N)=NC=NC12)O)OP(=O)(O)O)(=O)O)(=O)O)(C)C)O)=O)=O Decanoyl-CoA